2-(4-dimethylamino-phenyl)-1H-benzoimidazole-5-carboxylic acid (3-methoxyphenyl)-amide COC=1C=C(C=CC1)NC(=O)C1=CC2=C(NC(=N2)C2=CC=C(C=C2)N(C)C)C=C1